ClC1=CC=C(C=C1)[C@H]1[C@@H]([N+](=C(C1)C)[O-])C(=O)NC1=C(C(=CC=C1)F)F trans-3-(4-chlorophenyl)-N-(2,3-difluorophenyl)-3,4-dihydro-5-methyl-2H-pyrrole-2-carboxamide 1-oxide